CCCCCCCC/C=C\\CCCCCCCC(=O)N[C@@H](CO)C(=O)[O-] The molecule is an N-acyl-L-alpha-amino acid anion resulting from the deprotonation of the carboxy group of N-oleoyl-L-serine. The major species at pH 7.3. It is a N-acyl-L-alpha-amino acid anion and a N-(fatty acyl)-L-alpha-amino acid anion. It is a conjugate base of a N-oleoyl-L-serine.